ClC=1C(=C(C=CC1)NC=1C(=NN2C1C(NCC2)=O)C2=C1C(=NC=C2)C=C(S1)OCCN(C)C)OC 3-[(3-chloro-2-methoxyphenyl)amino]-2-{2-[2-(dimethylamino)ethoxy]thieno[3,2-b]pyridin-7-yl}-5H,6H,7H-pyrazolo[1,5-a]pyrazin-4-one